O1C=2N(CC1)N=CC2C=2C=C(C=CC2OC2=CC=C(C=C2)F)S(=O)(=O)NC 3-(2,3-dihydropyrazolo[5,1-b]oxazol-7-yl)-4-(4-fluorophenoxy)-N-methylbenzenesulfonamide